N-((1s,3s)-3-((5-(imidazo[1,2-a]pyrimidin-6-yl)-4-methoxypyrrolo[2,1-f][1,2,4]triazin-2-yl)amino)-1-methylcyclobutyl)cyclopropanecarboxamide N=1C=CN2C1N=CC(=C2)C=2C=CN1N=C(N=C(C12)OC)NC1CC(C1)(C)NC(=O)C1CC1